FC(C(COCCOCC(COCCOCC(C(F)(F)F)(F)F)(COCCOCC(C(F)(F)F)(F)F)C)(F)F)(F)F 1,1,1,2,2,16,16,17,17,17-decafluoro-9-methyl-9-((2-(2,2,3,3,3-pentafluoropropoxy)ethoxy)methyl)-4,7,11,14-tetraoxaheptadecane